ClC1=CC=C2C(=C1)NC(C21N(C(C=2N=C(N(C21)C(C)C)C=2C(=NC(=NC2)OC)OC)=O)C=2C(=NC=C(C2)Cl)C)=O 6-chloro-5'-(5-chloro-2-methylpyridin-3-yl)-2'-(2,4-dimethoxypyrimidin-5-yl)-3'-isopropyl-3'H-spiro[indoline-3,4'-pyrrolo[3,4-d]imidazole]-2,6'(5'H)-dione